O-methyl-mandelic acid COC(C(O)C1=CC=CC=C1)=O